C(CCCCCC)NC(=O)[C@@H]1CN(C[C@H]1OCCCCCCC)C(=O)C1=CC=C(C(=O)N2C[C@H]([C@@H](C2)C(=O)N[C@@H]2[C@H](C2)C2=CC=CC=C2)C(=O)N[C@@H]2[C@H](C2)C2=CC=CC=C2)C=C1 |o1:10,14| (3S,4S)-1-(4-((3R*,4S*)-3-(heptylcarbamoyl)-4-(heptyloxy)pyrrolidine-1-carbonyl)benzoyl)-N3,N4-bis((1S,2R)-2-phenylcyclopropyl)pyrrolidine-3,4-dicarboxamide